5-((1H-pyrazol-1-yl)methyl)-2,4-dichloropyrimidine N1(N=CC=C1)CC=1C(=NC(=NC1)Cl)Cl